CC([Si](OCCCCOCCOCC1=CC=CC=C1)(C1=CC=CC=C1)C1=CC=CC=C1)(C)C 12,12-dimethyl-1,11,11-triphenyl-2,5,10-trioxa-11-silatridecane